Tert-butyl ((3-(N-((1,2,3,5,6,7-hexahydro-s-indacen-4-yl)carbamoyl)-N-tritylsulfamimidoyl)-6,7-dihydro-5H-pyrazolo[5,1-b][1,3]oxazin-6-yl)methyl)(methyl)carbamate C1CCC2=C(C=3CCCC3C=C12)NC(=O)N(S(=O)(=N)C=1C=NN2C1OCC(C2)CN(C(OC(C)(C)C)=O)C)C(C2=CC=CC=C2)(C2=CC=CC=C2)C2=CC=CC=C2